9-oxo-9-(3,6-dioxaoct-1-yloxy)nonanoic acid O=C(CCCCCCCC(=O)O)OCCOCCOCC